7-((2R,3R,4R,5S)-5-((((5-(4-Aminophenyl)-3-methylisoxazol-4-yl)methyl)thio)methyl)-3,4-bis((tertbutyldimethylsilyl)oxy)tetrahydrofuran-2-yl)-5-iodo-7H-pyrrolo[2,3-d]pyrimidin-4-amine NC1=CC=C(C=C1)C1=C(C(=NO1)C)CSC[C@@H]1[C@H]([C@H]([C@@H](O1)N1C=C(C2=C1N=CN=C2N)I)O[Si](C)(C)C(C)(C)C)O[Si](C)(C)C(C)(C)C